6-fluorohexane-1-ol FCCCCCCO